(E)-3-(4-(trifluoromethyl)styryl)isonicotinic acid FC(C1=CC=C(/C=C/C2=C(C(=O)O)C=CN=C2)C=C1)(F)F